dimethylacetamide formate salt C(=O)O.CC(=O)N(C)C